C(C)(C)(C)OC(N[C@@H]1CC[C@H](CC1)C1(OC=2C(=C(C=3CCN(C(C3C2C)=O)CC=2C(=NC(=CC2C)C)OCC2=CC=CC=C2)C=2OC=CC2)O1)C)=O t-butyl-(trans-4-(6-((2-(benzyloxy)-4,6-dimethylpyridin-3-yl)methyl)-9-(furan-2-yl)-2,4-dimethyl-5-oxo-5,6,7,8-tetrahydro-[1,3]dioxolo[4,5-g]isoquinolin-2-yl)cyclohexyl)carbamate